FC1(C(NC(N1CC)(F)F)(F)F)F hexafluoro-1-ethylimidazole